FS(OCCOC1=CC=CC=C1)(F)(F)(F)F pentafluoro(2-phenoxyethoxy)-λ6-sulfane